ClC=1C=CC(=C(C1)C(C)=O)F 1-(5-Chloro-2-fluoro-phenyl)ethanone